O1C(=NC2=C1C=CC=C2)C2=CC=C(OC[C@H](C(C)C)NC1=CC=C(C(=O)NCCC(=O)OCC)C=C1)C=C2 Ethyl (S)-3-(4-((1-(4-(benzo[d]oxazol-2-yl)phenoxy)-3-methylbutan-2-yl)amino)benzamido)propanoate